ClC1=C(C(=C(C=C1OC)OC)Cl)C=1SC2=C(C=NC(=C2)NC2=C(C=CC=C2C)NC(C=C)=O)N1 N-(2-((2-(2,6-dichloro-3,5-dimethoxyphenyl)thiazolo[4,5-c]pyridin-6-yl)amino)-3-methylphenyl)acrylamide